4-amino-2,3-difluorobenzonitrile NC1=C(C(=C(C#N)C=C1)F)F